2-(azetidin-3-ylmethyl-sulfonyl)-N,N-dimethylethylamine N1CC(C1)CS(=O)(=O)CCN(C)C